CC1(CCC(CC1)(O)CCCC)C dimethyl-butyl-cyclohexanol